[(6R,7aS)-6-(2,3-dichloro-6-methoxyphenyl)-3-oxo-tetrahydro-1H-pyrrolo[1,2-c][1,3]oxazol-1-yl]methyl methanesulfonate CS(=O)(=O)OCC1[C@H]2N(C(O1)=O)C[C@H](C2)C2=C(C(=CC=C2OC)Cl)Cl